terbium nitrate salt [N+](=O)([O-])[O-].[Tb+3].[N+](=O)([O-])[O-].[N+](=O)([O-])[O-]